C1(=CC(=C(C(=C1)C)C1(SC2=C(N1)C=CC=C2)NCC(C)(C)C)C)C 2-4-mesityl-N-neopentyl-benzo[d]thiazol-2-amine